COC(=O)C=1NC=CC1C#N 3-cyanopyrrole-2-carboxylic acid methyl ester